DiaminoPhenyl-Oxydiazole (Z,E)-3,13-octadecadienyl-acetate C(C\C=C/CCCCCCCC\C=C\CCCC)CC(=O)O.NC1=C(C(=NN1)OC1=CC=CC=C1)N